FC1=C(C(=O)NC2=CC(=NC=C2C)C(=O)OC)C(=CC=C1OC(F)(F)F)OC1=C(C(=C(C=C1)OC(F)(F)F)F)OC([2H])([2H])[2H] methyl 4-[[2-fluoro-6-[3-fluoro-2-(trideuteriomethoxy)-4-(trifluoromethoxy)phenoxy]-3-(trifluoromethoxy)benzoyl]amino]-5-methylpyridine-2-carboxylate